N-(t-butoxycarbonyl)-1,4-diaminobutane C(C)(C)(C)OC(=O)NCCCCN